methyl (2R,3R)-2-(tert-butoxycarbonylamino)-3-methoxy-butanoate C(C)(C)(C)OC(=O)N[C@@H](C(=O)OC)[C@@H](C)OC